COC=1C=C(C=CC1OC)CCC1=C(C(=NC(=N1)SC)N1CCOCC1)C(=O)N (3,4-Dimethoxyphenylethyl)-2-(methylthio)-4-morpholinopyrimidine-5-carboxamide